5-((4-fluoro-1-(methylsulfonyl)piperidin-4-yl)methoxy)-2-((5-fluoroisoindolin-2-yl)methyl)-4H-pyran-4-one FC1(CCN(CC1)S(=O)(=O)C)COC=1C(C=C(OC1)CN1CC2=CC=C(C=C2C1)F)=O